orthophosphoric acid calcium salt [Ca+2].P([O-])([O-])([O-])=O.P([O-])([O-])([O-])=O.[Ca+2].[Ca+2]